1-methylsulfonylindolizine-7-carboxamide CS(=O)(=O)C=1C=CN2C=CC(=CC12)C(=O)N